7,8-dihydro-1H-pyrazolo[3,4-d]pyrrolo[1,2-a]pyrimidin-4(6H)-one N1N=CC2=C1N=C1N(C2=O)CCC1